2-(cyclopropylmethyl-amino)-ethanesulfonic acid {4-[6-amino-5-(2-chloro-3,6-difluoro-benzyloxy)-pyridin-3-yl]-phenyl}-amide NC1=C(C=C(C=N1)C1=CC=C(C=C1)NS(=O)(=O)CCNCC1CC1)OCC1=C(C(=CC=C1F)F)Cl